4-(3-fluorophenyl)-1,1,1-trifluoro-3-butyn-2-one FC=1C=C(C=CC1)C#CC(C(F)(F)F)=O